tert-butyl (S)-2-(((tert-butyldiphenylsilyl)oxy)methyl)-4-(4,4,5,5-tetramethyl-1,3,2-dioxaborolan-2-yl)-2,5-dihydro-1H-pyrrole-1-carboxylate [Si](C1=CC=CC=C1)(C1=CC=CC=C1)(C(C)(C)C)OC[C@H]1N(CC(=C1)B1OC(C(O1)(C)C)(C)C)C(=O)OC(C)(C)C